1-methylcyclopent-3-ene-1-carboxamide CC1(CC=CC1)C(=O)N